BrC=1C=NC(=NC1)C1(CC(C1)(F)F)N 1-(5-bromopyrimidin-2-yl)-3,3-difluorocyclobutan-1-amine